C(C=CCC)=O PENTEN-1-ONE